1-(1,4-dioxaspiro[4.5]decan-8-yl)ethanone O1CCOC12CCC(CC2)C(C)=O